stannous pelargonate C(CCCCCCCC)(=O)[O-].[Sn+2].C(CCCCCCCC)(=O)[O-]